[4-({(2S)-1,4-bis[2-(4-chloro-3-fluorophenoxy)acetamido]bicyclo[2.2.2]oct-2-yl}oxy)-4-oxobutyl]phosphonic acid ClC1=C(C=C(OCC(=O)NC23[C@H](CC(CC2)(CC3)NC(COC3=CC(=C(C=C3)Cl)F)=O)OC(CCCP(O)(O)=O)=O)C=C1)F